tert-butyl (2R,3R)-3-fluoro-2-formyl-pyrrolidine-1-carboxylate F[C@H]1[C@H](N(CC1)C(=O)OC(C)(C)C)C=O